OCC=1C=CC(NN1)=O 6-(hydroxymethyl)pyridazin-3(2H)-one